ClC=1C=C(C=CC1F)NC1=NC2=C(C=CC=C2C(=N1)N[C@H](C)C1CC1)N1CCNCC1 (R)-N2-(3-chloro-4-fluorophenyl)-N4-(1-cyclopropylethyl)-8-(piperazin-1-yl)quinazoline-2,4-diamine